O=C1CC2(C1)CN(C2)C(=O)C2=CC=C(C=C2)C2=NN1C(N=CC(=C1)C(=O)C1=C(C(=CC=C1O)[N+](=O)[O-])O)=C2 (2-(4-(2-oxo-6-azaspiro[3.3]heptane-6-carbonyl)phenyl)pyrazolo[1,5-a]pyrimidin-6-yl)(2,6-dihydroxy-3-nitrophenyl)methanone